3-amino-8-bromo-N-(pyridin-2-yl)imidazo[1,2-a]pyridine-2-carboxamide NC1=C(N=C2N1C=CC=C2Br)C(=O)NC2=NC=CC=C2